BrC=1C=CC=2C3=C(C=NC2C1)N=C(N3CC3(COC(OC3)(C)C)C)CCCC 7-bromo-2-butyl-1-[(2,2,5-trimethyl-1,3-dioxan-5-yl)methyl]-1H-imidazo[4,5-c]quinoline